7-chlorothieno[2,3-c]pyridine-2-carbaldehyde ClC=1N=CC=C2C1SC(=C2)C=O